4-amino-N-((6-cyclopropyl-3-pyridazinyl)methyl)-7-fluoro-N,3-dimethyl-3H-pyrazolo[3,4-c]quinoline-8-carboxamide NC1=NC=2C=C(C(=CC2C2=C1N(N=C2)C)C(=O)N(C)CC=2N=NC(=CC2)C2CC2)F